CN1CC(C1)(C)[C@](O)(C1=CC=C(C=C1)C(C)C)C1=C(C=CC(=C1)C1=NOC(=N1)C1CCOCC1)F (R)-(1,3-Dimethyl-azetidin-3-yl)-{2-fluoro-5-[5-(tetrahydro-pyran-4-yl)-[1,2,4]oxadiazol-3-yl]-phenyl}-(4-isopropyl-phenyl)-methanol